C(=O)OC1=C(C=2C=3N(C(=NC2N1CCN1CCN(CC1)C=1C(=CC2=C(C(=NO2)C)C1)F)N)N=C(N3)C3=NC=CC=C3)Cl 5-amino-9-chloro-7-(2-(4-(6-fluoro-3-methylbenzo[d]isoxazol-5-yl) piperazin-1-yl) ethyl)-2-(pyridin-2-yl)-7H-pyrrolo[3,2-e][1,2,4]triazolo[1,5-c]pyrimidin-8-yl formate